S(SC1=C(C=CC(=C1)N1CC(C1)(F)F)N)(O)(=O)=O S-(2-amino-5-(3,3-difluoroazetidin-1-yl)phenyl) O-hydrogen sulfurothioate